4-cyclopropyl-3-(2-methylpyridin-4-yl)-N-(2-(trifluoromethyl)pyridin-4-yl)isothiazole-5-carboxamide C1(CC1)C=1C(=NSC1C(=O)NC1=CC(=NC=C1)C(F)(F)F)C1=CC(=NC=C1)C